NC1=C(C(=O)NC23CCC(CC2)(CC3)O)C=C(C=N1)C1=CC=C3CCN(CC3=C1)C1CCOCC1 2-Amino-N-(4-hydroxybicyclo[2.2.2]oct-1-yl)-5-(2-(tetrahydro-2H-pyran-4-yl)-1,2,3,4-tetrahydroisoquinolin-7-yl)nicotinamide